6-[2-[[1-[2-(aminomethyl)-3,3-difluoro-allyl]-5-oxo-1,2,4-triazol-4-yl]methyl]benzothien-6-yl]-1-methyl-3,4-dihydroquinolin-2-one NCC(CN1N=CN(C1=O)CC=1SC2=C(C1)C=CC(=C2)C=2C=C1CCC(N(C1=CC2)C)=O)=C(F)F